FC(C=1N=CC(=NC1)O[C@@H]1C[C@@H]2CN([C@H]1C2)C=O)(F)F ((1S,4R,6R)-6-((5-(trifluoromethyl)pyrazin-2-yl)oxy)-2-azabicyclo[2.2.1]hept-2-yl)methanone